(R)-methyl 2-amino-3-cyclohexylpropionate hydrochloride Cl.N[C@@H](C(=O)OC)CC1CCCCC1